2-[[4-(5-ethylpyrimidin-4-yl)piperazin-1-yl]methyl]-6-(2-methoxyethoxy)-1H-indole C(C)C=1C(=NC=NC1)N1CCN(CC1)CC=1NC2=CC(=CC=C2C1)OCCOC